ClC=1C=C(C=CC1F)NC(N(C(C)C1=CNC(C2=CC=CC=C12)=O)CC(F)F)=O 3-(3-chloro-4-fluorophenyl)-1-(2,2-difluoroethyl)-1-(1-(1-oxo-1,2-dihydroisoquinolin-4-yl)ethyl)urea